C(C)(C)(C)OC(=O)N1C[C@H]([C@@H](C1)N(C(=O)C1=CC2=C(N(C(=N2)C2=CC=3C(=NC=CC3)N2CC2CC2)C)C=C1)C)N=[N+]=[N-] |r| trans-rac-(3R,4R)-3-azido-4-{N-methyl-2-[1-(cyclopropylmethyl)-1H-pyrrolo[2,3-b]pyridin-2-yl]-1-methyl-1H-1,3-benzodiazol-5-amido}pyrrolidine-1-carboxylic acid tert-butyl ester